3,3-difluoro-N-((1R)-2-((3-fluoro-4-(trimethylsilyl)phenyl)amino)-1-(4-(methoxymethyl)phenyl)-2-oxoethyl)cyclobutanecarboxamide FC1(CC(C1)C(=O)N[C@@H](C(=O)NC1=CC(=C(C=C1)[Si](C)(C)C)F)C1=CC=C(C=C1)COC)F